SC(CC[Si](OC)(OC)CC)(S)S triMercaptopropylethyldimethoxysilane